4-cyclopropoxy-2-(4-iodo-1-methyl-1H-pyrazol-5-yl)-5-methylthiophene-3-carbonitrile C1(CC1)OC=1C(=C(SC1C)C1=C(C=NN1C)I)C#N